NCCCC aminobutan